N-(2-bromo-4-fluorobenzyl)-O-ethylhydroxylamine BrC1=C(CNOCC)C=CC(=C1)F